C(CCCCCC1=C(C(=O)[O-])C=C(C(=C1OC)O)OC)C1=C(C(=O)[O-])C=C(C(=C1OC)O)OC hexane-1,6-diylbis(4-hydroxy-3,5-dimethoxy benzoate)